2-amino-2-(hydroxymethyl)propane-1,3-diol 1-(4-(4-((3-(3,6-difluoropyridin-2-yl)-1-(trans-4-ethoxycyclohexyl)-1H-pyrazol-4-yl)carbamoyl)thiazol-2-yl)-1H-pyrazol-1-yl)ethylphosphonate FC=1C(=NC(=CC1)F)C1=NN(C=C1NC(=O)C=1N=C(SC1)C=1C=NN(C1)C(C)P(O)(O)=O)[C@@H]1CC[C@H](CC1)OCC.NC(CO)(CO)CO